O(C1=CC=CC=C1)C1=C2C(C=3C=CC=CC3C=C2C=C2C(C3=CC=CC=C3C=C12)=O)=O 6-phenoxy-5,12-pentacenequinone